N-methyl-7-nitronaphthalene-1,2-dicarboximide CN1C(=O)C=2C(=CC=C3C=CC(=CC23)[N+](=O)[O-])C1=O